P(=O)(O)(O)OC[C@@H]1[C@H]([C@H]([C@@H](O1)N1C=NC=2C(=O)NC(NC(C)C(=O)O)=NC12)O)O N2-(1-carboxyethyl)-guanosine 5'-monophosphate